tin hydrate O.[Sn]